ClC1=C(C=CC(=C1)C)S(=O)(=O)N1CCC2(CC(CO2)N2CC(C2)O)CC1 1-(8-((2-chloro-4-methylphenyl)sulfonyl)-1-oxa-8-azaspiro[4.5]decan-3-yl)azetidin-3-ol